N1=C(N=CC=C1)C1=C2C=CC(=NC2=CC=C1)C(=O)[O-] 5-(pyrimidin-2-yl)quinoline-2-carboxylate